9-hydroxyfluorene OC1C2=CC=CC=C2C=2C=CC=CC12